Potassium (3-(tert-butoxycarbonyl)-3-azabicyclo[4.1.0]heptan-1-yl)trifluoroborate C(C)(C)(C)OC(=O)N1CC2(CC2CC1)[B-](F)(F)F.[K+]